C(C)(=O)CC(=O)OOCCCC butoxy acetylacetate